FC1=CC=C(C=C1)C(C(=O)NC1=NC=CC(=C1)C1=C(C=2C(N(C=C(C2N1)CC(F)(F)F)C)=O)C1=CC=CC=C1)C 2-(4-Fluorophenyl)-N-{4-[5-methyl-4-oxo-3-phenyl-7-(2,2,2-trifluoroethyl)-4,5-dihydro-1H-pyrrolo[3,2-c]pyridin-2-yl]pyridin-2-yl}propanamid